N1=C(C=CC=C1)CNCC=1C=C(C=CC1)CN N'-(2-pyridinylmethyl)-1,3-benzenedimethanamine